N-octadecyl-2-cyano-3,5-dihydroxypyridin-4-one C(CCCCCCCCCCCCCCCCC)N1C(=C(C(C(=C1)O)=O)O)C#N